OC1(CCN(CC1)C1CN(C1)C=1C=CC(=C(C(=O)NC2(CC2)C=2C=3C4=C(C(N(C4=CC2)C)=O)C=CC3)C1)C)C 5-(3-(4-hydroxy-4-methylpiperidin-1-yl)azetidin-1-yl)-2-methyl-N-(1-(1-methyl-2-oxo-1,2-dihydrobenzo[cd]indol-6-yl)cyclopropyl)benzamide